N1=C(C=CC=C1)CN1CCN(C2=CC=CC=C12)C(=O)NC1CCN(CC1)C(=O)OC(C)(C)C tert-butyl 4-(4-(pyridin-2-ylmethyl)-1,2,3,4-tetrahydroquinoxaline-1-carboxamido)piperidine-1-carboxylate